(R)-4-chloro-5-(3-((4-(3,5-dimethyl-1-((3-methyloxetan-3-yl)methyl)-1H-pyrazol-4-yl)-6-fluoropyridin-2-yl)oxy)pyrrolidin-1-yl)pyridazin-3(2H)-one ClC=1C(NN=CC1N1C[C@@H](CC1)OC1=NC(=CC(=C1)C=1C(=NN(C1C)CC1(COC1)C)C)F)=O